C(C)(C)(C)OC(=O)NC1CN(CC(C1)CF)C(=O)OCC1=CC=CC=C1 benzyl 3-((tert-butoxycarbonyl)amino)-5-(fluoromethyl)piperidine-1-carboxylate